1-(4-(5-(difluoromethyl)-1,3,4-oxadiazol-2-yl)-2-fluorobenzyl)-3-(1-methylpyrrolidin-3-yl)-1,3-dihydro-2H-benzo[d]imidazol-2-one FC(C1=NN=C(O1)C1=CC(=C(CN2C(N(C3=C2C=CC=C3)C3CN(CC3)C)=O)C=C1)F)F